FC=1C(=C(OC=2N=NC(=C(C2C(=O)NC2=CC(=CC=C2)S(=O)(=N)C)C)C)C=CC1F)OC 3-(3,4-difluoro-2-methoxy-phenoxy)-5,6-dimethyl-N-[3-(methylsulfonimidoyl)phenyl]pyridazine-4-carboxamide